N1(CCCC1)C(=O)OC1=CC=C(C=C1)\C=C\C1=CC(=C(C(=C1)OC)O)C=O (E)-4-(3-formyl-4-hydroxy-5-methoxystyryl)phenyl pyrrolidine-1-carboxylate